ClC1=NC=CC(=N1)C=1C=C2CCCN3C2=C(C1)N=C3OC 8-(2-chloropyrimidin-4-yl)-2-methoxy-5,6-dihydro-4H-imidazo[4,5,1-ij]quinoline